COC(=O)C1=C(C=2N(C=C1OC)N=CC2)C2(CCCCC2)CCO[Si](C2=CC=CC=C2)(C2=CC=CC=C2)C(C)(C)C 4-(2-[(tert-butyldiphenylsilyl)oxy]ethylcyclohexyl)-6-methoxypyrazolo[1,5-a]pyridine-5-carboxylic acid methyl ester